(6S,8aS)-6-(hydroxymethyl)-3-methyltetrahydro-1H-pyrrolo[2,1-c][1,4]oxazin-4(3H)-one OC[C@@H]1CC[C@H]2COC(C(N21)=O)C